N-[[(6R,7aS)-6-(2,3-dichloro-6-hydroxyphenyl)-3-oxo-tetrahydro-1H-pyrrolo[1,2-c][1,3]oxazol-1-yl]methyl]azetidine-3-carboxamide ClC1=C(C(=CC=C1Cl)O)[C@H]1C[C@@H]2N(C(OC2CNC(=O)C2CNC2)=O)C1